[Li+].N[C@@H]([C@H](O)C)C(=O)[O-] threonine lithium salt